(3S,11aR)-N-(1-benzothien-5-ylmethyl)-6-hydroxy-3-methyl-5,7-dioxo-2,3,5,7,11,11a-hexahydro[1,3]oxazolo[3,2-a]pyrido[1,2-d]pyrazine-8-carboxamide S1C=CC2=C1C=CC(=C2)CNC(=O)C=2C(C(=C1N(C[C@@H]3N(C1=O)[C@H](CO3)C)C2)O)=O